Cl.CCCC Butane hydrochloride salt